7-fluoro-1-methyl-2-(4-(methylsulfonyl)phenyl)-1H-benzo[d]imidazole dihydrochloride Cl.Cl.FC1=CC=CC2=C1N(C(=N2)C2=CC=C(C=C2)S(=O)(=O)C)C